ClC1=CC=C(C(=O)NC2=CC=CC=C2)C=C1 4-Chloro-N-phenylbenzamide